NCCCCCO 5-amino-1-penTanol